rac-(R)-1-(5-(azetidin-1-yl)pyrazin-2-yl)-6-cyano-7-(2-(((3-fluoropyridin-2-yl)oxy)methyl)pyrrolidin-1-yl)-4-oxo-1,4-dihydro-1,8-naphthyridine-3-carboxylic acid N1(CCC1)C=1N=CC(=NC1)N1C=C(C(C2=CC(=C(N=C12)N1[C@H](CCC1)COC1=NC=CC=C1F)C#N)=O)C(=O)O |r|